1,3,5-triacryloylhexahydro-1,3,5-triazine 4,6-bis(allyloxy)-1,3,5-triazin-2-yl-acrylate C(C=C)OC1=NC(=NC(=N1)OCC=C)OC(C=C)=O.C(C=C)(=O)N1CN(CN(C1)C(C=C)=O)C(C=C)=O